C=1N=C(N2C1C=CC=C2)N imidazo[1,5-a]pyridin-3-amine